C(C)(C)N1N=CC(=C1CO)C1=NN(C2=C1C(=NC=C2)NC2CCN(CC2)C)CC2=CC=C(C=C2)OC (1-isopropyl-4-(1-(4-methoxybenzyl)-4-((1-methylpiperidin-4-yl)amino)-1H-pyrazolo[4,3-c]pyridin-3-yl)-1H-pyrazol-5-yl)methanol